6-(1-methylpiperidin-4-yl)-2,6,8,9-tetrahydro-7H-1,2,5,6-tetraazabenzo[cd]azulen-7-one CN1CCC(CC1)N1C=2C3=C(NN=C3CCC1=O)C=CN2